CC1(O[C@H]2[C@@H](O1)O[C@@H](C2)C(C)=O)C 1-((3aR,5S,6aR)-2,2-Dimethyltetrahydrofuro[2,3-d][1,3]dioxol-5-yl)ethan-1-one